tert-butyl 3-(3-(2-(4-(5-(difluoromethyl)-1,3,4-oxadiazol-2-yl)benzyl)-2H-tetrazol-5-yl)phenyl)-6,7-dihydropyrazolo[1,5-a]pyrazine-5(4H)-carboxylate FC(C1=NN=C(O1)C1=CC=C(CN2N=C(N=N2)C=2C=C(C=CC2)C=2C=NN3C2CN(CC3)C(=O)OC(C)(C)C)C=C1)F